3-(2-aminoethylamino)propane-1-sulfonic acid NCCNCCCS(=O)(=O)O